CN1N=C(C=C1S(=O)(=O)N1CC2(C1)CN(C2)CC2CCOCC2)C(F)(F)F 2-((1-methyl-3-(trifluoromethyl)-1H-pyrazol-5-yl)sulfonyl)-6-((tetrahydro-2H-pyran-4-yl)methyl)-2,6-diazaspiro[3.3]heptane